4-methyl-N-(4-(3-(pyridin-4-yl)imidazo[1,2-b]pyridazin-6-yl)phenyl)benzenesulfonamide CC1=CC=C(C=C1)S(=O)(=O)NC1=CC=C(C=C1)C=1C=CC=2N(N1)C(=CN2)C2=CC=NC=C2